ClC1=C(C=C(C=C1N1CC(C1)S(=O)(=O)C)F)C(=O)N1C(C=2C(CC1)=C(N(N2)C)C2=CC(=CC(=C2)F)F)C [2-Chloro-5-fluoro-3-(3-methylsulfonylazetidin-1-yl)phenyl]-[3-(3,5-difluorophenyl)-2,7-dimethyl-5,7-dihydro-4H-pyrazolo[3,4-c]pyridin-6-yl]methanone